2-methyl-N-[(1R)-1-[3-(1-piperidyl)-1,2,4-thiadiazol-5-yl]ethyl]-5-(trifluoromethyl)pyrazole-3-carboxamide CN1N=C(C=C1C(=O)N[C@H](C)C1=NC(=NS1)N1CCCCC1)C(F)(F)F